4-benzyl-2-(2-methoxypyridin-4-yl)morpholine C(C1=CC=CC=C1)N1CC(OCC1)C1=CC(=NC=C1)OC